2-[1-(cyclopropylmethyl)-1H-pyrazol-4-yl]-4-[4-fluoro-2-(2,2,2-trifluoroethoxy)phenyl]-2,3-dihydro-1H-pyrrolo[3,4-c]pyridin-1-one C1(CC1)CN1N=CC(=C1)N1CC=2C(=NC=CC2C1=O)C1=C(C=C(C=C1)F)OCC(F)(F)F